rac-N-{(5R,6S)-3-ethyl-5-[(2'-fluoro[1,1'-biphenyl]-3-yl)methyl]-2-methyl-4-oxo-3,4,5,6,7,8-hexahydroquinazolin-6-yl}methanesulfonamide C(C)N1C(=NC=2CC[C@@H]([C@@H](C2C1=O)CC=1C=C(C=CC1)C1=C(C=CC=C1)F)NS(=O)(=O)C)C |r|